mono-nonyl-phenothiazine C(CCCCCCCC)C1=CC=CC=2SC3=CC=CC=C3NC12